NC1=NC=CC(=C1C1CCOCC1)OC1=C(C=C(C=C1F)NC(=O)C=1C=NN(C1C(F)(F)F)C1=NC=CC=C1)F N-(4-((2-amino-3-(tetrahydro-2H-pyran-4-yl)pyridin-4-yl)oxy)-3,5-difluorophenyl)-1-(Pyridin-2-yl)-5-(trifluoromethyl)-1H-pyrazole-4-carboxamide